CCC(=O)C=1N([C@H]2[C@H](S)[C@H](O)[C@@H](CO)O2)C=2N=C(NC(C2N1)=O)N 8-Methylacetyl-thioguanosine